C(#N)C=1C=C(C=CC1F)NC(=O)C1=C(N(C(=C1F)C(C(N[C@H](C(F)(F)F)C)=O)=O)C)C (S)-N-(3-cyano-4-fluorophenyl)-4-fluoro-1,2-dimethyl-5-(2-oxo-2-((1,1,1-trifluoropropan-2-yl)amino)acetyl)-1H-pyrrole-3-carboxamide